C(C)OC(=O)C=1C=C2C(=NC1)C[C@]1(C2)C(NC2=NC=CC=C21)=O (3S)-2-oxo-spiro[1H-pyrrolo[2,3-b]pyridine-3,6'-5,7-dihydrocyclopenta[b]pyridine]-3'-carboxylic acid ethyl ester